N-(3-aminophenyl)benzamide C1=CC=C(C=C1)C(=O)NC2=CC=CC(=C2)N